3-fluoro-4-[4-keto-2,3-dimethyl-6-[(2S)-2-(1-methylpyrazol-4-yl)morpholino]pyrido[3,4-d]pyrimidin-8-yl]benzonitrile FC=1C=C(C#N)C=CC1C1=NC(=CC2=C1N=C(N(C2=O)C)C)N2C[C@@H](OCC2)C=2C=NN(C2)C